acrylic acid tetrahydrofuran-2-yl ester O1C(CCC1)OC(C=C)=O